4,5-diphenyl-2-(2-hydroxynaphthalen-1-yl)imidazole C1(=CC=CC=C1)C=1N=C(NC1C1=CC=CC=C1)C1=C(C=CC2=CC=CC=C12)O